(3,5-bis(trifluoromethyl)phenyl)isopropoxyborane FC(C=1C=C(C=C(C1)C(F)(F)F)BOC(C)C)(F)F